ClC1=NC(=CC(=N1)C1=CN=C(S1)N(C(OC(C)(C)C)=O)CC1=CC=C(C=C1)OC)C tert-butyl (5-(2-chloro-6-methylpyrimidin-4-yl)thiazol-2-yl)(4-methoxybenzyl)carbamate